(R)-6-chloro-N-(1-methylpiperidin-3-yl)pyridazin-3-amine ClC1=CC=C(N=N1)N[C@H]1CN(CCC1)C